1-(2-fluoro-4,6-bis(methoxymethoxy)phenyl)cyclobutan-1-amine FC1=C(C(=CC(=C1)OCOC)OCOC)C1(CCC1)N